[C-]1(C=CC=C1)C=O.[C-]1(C=CC=C1)C=O.[Fe+2] 1'-ferrocenediformaldehyde